C(C)(C)(C)OC(NCCOCCOCCOCCN)=O N-(2-{2-[2-(2-aminoethoxy)ethoxy]Ethoxy}ethyl)carbamic acid tert-butyl ester